FC=1C=C(C=CC1C1=CSC=C1)CC(C)(O)C 1-(3-fluoro-4-(thiophen-3-yl)phenyl)-2-methylpropan-2-ol